3,5-bis(α-hydroxyisopropyl)phenyl methyl ketone CC(=O)C1=CC(=CC(=C1)C(C)(C)O)C(C)(C)O